F[C@@H]1[C@H](CN(CC1)C(=O)OC(C)(C)C)NC1=NC(=CC=C1F)C1=CN=C2N1C=C(N=C2)C(C)(C)O (3S,4S)-tert-butyl 4-fluoro-3-((3-fluoro-6-(6-(2-hydroxypropan-2-yl)imidazo[1,2-a]pyrazin-3-yl)pyridin-2-yl)amino)piperidine-1-carboxylate